perfluorodecyl-trimethyl-(ethoxy)silane FC([Si](OC(C(F)(F)F)(F)F)(C(F)(F)F)C(F)(F)F)(C(C(C(C(C(C(C(C(C(C(F)(F)F)(F)F)(F)F)(F)F)(F)F)(F)F)(F)F)(F)F)(F)F)(F)F)F